C(C)(=O)O[C@H]1[C@@H](SC[C@H]1OC(C)=O)N1C2=NC(=NC(=C2N=C1C=1OC=CC1)Cl)C#CCCCC (2R,3R,4S)-2-(6-Chloro-8-(furan-2-yl)-2-(hex-1-yn-1-yl)-9H-purin-9-yl)tetrahydrothiophene-3,4-diyl diacetate